C(C)OC(=O)C1CC=C(CC1)OS(=O)(=O)C(F)(F)F 4-(((trifluoromethyl)sulfonyl)oxy)cyclohex-3-enecarboxylic acid ethyl ester